FC1=CC=C(C=C1)[C@@H]1N(CCC2=CC=CC=C12)C(=O)[C@H]1C[C@H]2[C@@H](O[C@@H](CN2)C)CO1 ((S)-1-(4-fluorophenyl)-3,4-dihydroisoquinolin-2(1H)-yl)((3R,4aR,7R,8aS)-3-methyl-octahydropyrano[3,4-b][1,4]oxazin-7-yl)methanone